1-(4-(5-phenyl-3,6-dihydro-2H-1,3,4,2-oxadiazaborinin-2-yl)phenyl)ethan-1-one C1(=CC=CC=C1)C1=NNB(OC1)C1=CC=C(C=C1)C(C)=O